(R)-4-((1S,4S)-4-((R)-3-(2-isopropoxyphenyl)piperazin-1-yl)cyclohexyl)-3-methylmorpholine C(C)(C)OC1=C(C=CC=C1)[C@@H]1CN(CCN1)C1CCC(CC1)N1[C@@H](COCC1)C